N1=C(C=CC=C1)C=1C=CC2=C(N(C(=N2)C2=CC(=CN2COCC[Si](C)(C)C)C(=O)C2=C(C=CC=C2)C(F)(F)F)COCC[Si](C)(C)C)C1 (5-(6-(pyridin-2-yl)-1-((2-(trimethylsilyl)ethoxy)methyl)-1H-benzo[d]imidazol-2-yl)-1-((2-(trimethylsilyl)ethoxy)methyl)-1H-pyrrol-3-yl)(2-(trifluoromethyl)phenyl)methanone